3-(5-amino-4-chloro-2-methyl-3-pyridyl)-N-[(4-methoxyphenyl)methyl]-N-methyl-1,6-naphthyridin-7-amine NC=1C(=C(C(=NC1)C)C=1C=NC2=CC(=NC=C2C1)N(C)CC1=CC=C(C=C1)OC)Cl